2-(trifluoromethoxyl)-4-pyridinamine FC(OC1=NC=CC(=C1)N)(F)F